C(#N)C=1C=CC(=C(C1)C1=C(C(N(C=C1)C)=O)C(=O)N)N1CCC(CC1)OC1=C(C=CC=C1)F 5-cyano-2-(4-(2-fluorophenoxy)piperidin-1-yl)phenyl-1-methyl-2-oxo-1,2-dihydropyridine-3-carboxamide